[2-(3-ethylsulfonyl-6-pyrimidin-2-yl-2-pyridinyl)-1,3-benzooxazol-5-yl]-imino-oxo-(trifluoromethyl)-lambda6-Sulfane C(C)S(=O)(=O)C=1C(=NC(=CC1)C1=NC=CC=N1)C=1OC2=C(N1)C=C(C=C2)S(C(F)(F)F)(=O)=N